3-((tert-Butyldimethylsilanyloxy)-2,2-difluoropropoxy)-2-isopropylpyridin-3-Amine [Si](C)(C)(C(C)(C)C)OCC(COC1(C(N=CC=C1)C(C)C)N)(F)F